ClC=1C=C(/C(/NO)=N/[H])C=CC1Cl (Z)-3,4-dichloro-N-hydroxybenzimidamide